2-((1-(2,2-difluorobenzo[d][1,3]dioxol-5-yl)ethyl)amino)pyridine FC1(OC2=C(O1)C=CC(=C2)C(C)NC2=NC=CC=C2)F